benzo[b]thiophene-4-ol S1C2=C(C=C1)C(=CC=C2)O